C(C)N(C(NC(C(=O)[O-])CC)=O)CC 2-(3,3-diethylureido)butanoate